NC1=C(C)C=C(C=C1)N 2,5-Diaminotoluene